O=C1N(CC2=NC(=CC=C21)NCC=2C=NC=CC2)CCNC(CC)=O N-(2-(5-oxo-2-((pyridin-3-ylmethyl)amino)-5,7-dihydro-6H-pyrrolo[3,4-b]pyridin-6-yl)ethyl)propionamide